7-chloro-2-[1-fluoro-1-(1-methylpiperidin-4-yl)ethyl]-1,6-naphthyridine ClC1=NC=C2C=CC(=NC2=C1)C(C)(C1CCN(CC1)C)F